2,2-dimethyl-3-(2-ethylhexanoyloxy)propanal CC(C=O)(COC(C(CCCC)CC)=O)C